9-([1,1'-biphenyl]-4-yl)-10-chloroanthracene C1(=CC=C(C=C1)C=1C2=CC=CC=C2C(=C2C=CC=CC12)Cl)C1=CC=CC=C1